[3-(5-aminoisoxazol-3-yl)pyrrolidin-1-yl]-[3-fluoro-4-(trifluoromethoxy)phenyl]methanone NC1=CC(=NO1)C1CN(CC1)C(=O)C1=CC(=C(C=C1)OC(F)(F)F)F